ClC1(NC2=CC(=C(C=C2N=C1Cl)Cl)Cl)N 2,3,6,7-tetrachloroquinoxalin-2-amine